N-(2-((5-bromo-2-chloropyrimidin-4-yl)amino)-4-chloro-5-fluorophenyl)methanesulfonamide BrC=1C(=NC(=NC1)Cl)NC1=C(C=C(C(=C1)Cl)F)NS(=O)(=O)C